4-(2-Amino-2-methylpropanoyl)-N-(1-(4-(2-((3-aminobicyclo[1.1.1]pentan-1-yl)(methyl)amino)propyl)phenyl)-2-oxo-1,2-dihydropyrimidin-4-yl)piperazine-1-carboxamide Hydrochloride Salt Cl.NC(C(=O)N1CCN(CC1)C(=O)NC1=NC(N(C=C1)C1=CC=C(C=C1)CC(C)N(C)C12CC(C1)(C2)N)=O)(C)C